C1(CCC1)N1N=CC=C1 2-cyclobutylpyrazol